3,4-dihydro-2-[2-(sulfooxy)-3-(tetradecyloxy)propyl]isoquinolinium S(=O)(=O)(O)OC(C[N+]1=CC2=CC=CC=C2CC1)COCCCCCCCCCCCCCC